C(C)[N+](C)(C)CCOCCOC N-ethyl-N-[2-(2-methoxyethoxy)ethyl]-N,N-dimethylammonium